Di-iso-propylethylamin C(C)(C)N(CC)C(C)C